ClC1=C(C=CC(=C1)OC1=CC=CC=C1)C(=O)C1=CNC=2N=CN=C(C21)N2CCC(CC2)O (2-chloro-4-phenoxyphenyl)(4-(4-hydroxypiperidin-1-yl)-7H-pyrrolo[2,3-d]pyrimidin-5-yl)methanone